[Cr](=O)(=O)(Cl)Cl.[NH+]1=CC=CC=C1.C(CCC)C(NC(C=C)=O)NC N-(butyl-methylaminomethyl)acrylamide pyridinium Dichlorochromate